C1(CCCCC1)P(C1=C(C=CC=C1)C1=C(C=CC=C1)N(C)C)C1CCCCC1 2-dicyclohexylphosphino-2'-(N,N-dimethyl-amino)biphenyl